(E)-4-Methyl-3-(3-(1-methyl-1H-indol-3-yl)acryloyl)quinolin-2(1H)-one CC1=C(C(NC2=CC=CC=C12)=O)C(\C=C\C1=CN(C2=CC=CC=C12)C)=O